3,5-diisobutylphenol C(C(C)C)C=1C=C(C=C(C1)CC(C)C)O